4-amino-N-(2-(4,4-difluoropiperidin-1-yl)-6-methylpyrimidin-4-yl)-5-fluoro-2-(6-azaspiro[2.5]oct-6-yl)benzamide NC1=CC(=C(C(=O)NC2=NC(=NC(=C2)C)N2CCC(CC2)(F)F)C=C1F)N1CCC2(CC2)CC1